FC1=CC(=CC2=CN(N=C12)C)NC(=O)N1CCC=2C1=NC=CC2N2C[C@@H](N(CC2)C(=O)OC(C)(C)C)C tert-butyl (S)-4-(1-((7-fluoro-2-methyl-2H-indazol-5-yl)carbamoyl)-2,3-dihydro-1H-pyrrolo[2,3-b]pyridin-4-yl)-2-methylpiperazine-1-carboxylate